3,3'-(((2,2,13,13-tetramethyl-4,11-dioxo-3,12-dioxa-6,9-diazatetradecane-6,9-diyl)bis(methylene))bis(4-hydroxy-3,1-phenylene))dipropionic acid CC(C)(OC(CN(CCN(CC(OC(C)(C)C)=O)CC=1C=C(C=CC1O)CCC(=O)O)CC=1C=C(C=CC1O)CCC(=O)O)=O)C